CC(COCCN1N=C(C(=C1)C1=CN=C2N1C=CN=C2NC2=CC(=C(C(=O)NCC1CN(CC1)C(=O)OC(C)(C)C)C=C2)CC)C(F)(F)F)(C)C tert-Butyl 3-[[[4-[[3-[1-[2-(2,2-dimethylpropoxy)ethyl]-3-(trifluoromethyl)pyrazol-4-yl]imidazo[1,2-a]pyrazin-8-yl]amino]-2-ethyl-benzoyl]amino]methyl]pyrrolidine-1-carboxylate